8-bromo-7-(4-chloro-2-fluorophenethoxy)-3,4-dihydroisoquinoline BrC=1C(=CC=C2CCN=CC12)OCCC1=C(C=C(C=C1)Cl)F